ClC1=C(C=C(C(=O)NC2=CC(=C(C=C2)F)C#N)C=C1)C(C(=O)N1CCC(CC1)O)(F)F 4-chloro-N-(3-cyano-4-fluorophenyl)-3-(1,1-difluoro-2-(4-hydroxypiperidin-1-yl)-2-oxoethyl)benzamide